FC=1C(=CC=2C3=C(NC(C2C1)=O)COC[C@@H]3N(C(=O)C3=CC1=NC(=CC=C1N3)C(F)(F)F)C)F (R)-N-(8,9-difluoro-6-oxo-1,4,5,6-tetrahydro-2H-pyrano[3,4-c]isoquinolin-1-yl)-N-methyl-5-(trifluoromethyl)-1H-pyrrolo[3,2-b]pyridine-2-carboxamide